[N+](=O)([O-])C(CCCCCCCC(=O)O)=CC=CCCCCCC 9-nitro-octadeca-9,11-dienoic acid